NC1=C(C=C2C(N(C(=N2)C)C)=O)C=CC=C1 5-(2-aminobenzylidene)-2,3-dimethyl-3,5-dihydro-4H-imidazole-4-one